NCC(=O)NC1=CC=C(C=C1)CO 2-amino-N-(4-hydroxymethyl-phenyl)-acetamide